3-(5-chloro-2-methylsulfanyl-pyrimidin-4-yl)-6-cyclopropyl-7-methoxy-imidazo[1,2-b]pyridazine ClC=1C(=NC(=NC1)SC)C1=CN=C2N1N=C(C(=C2)OC)C2CC2